FC(OC1=C(C=C2C(=CN(C(C2=C1)=O)C1=C2C=CN(C2=CC(=C1)F)C)C(=O)N1CCCCC1)OC)F 7-(difluoromethoxy)-2-(6-fluoro-1-methyl-1H-indol-4-yl)-6-methoxy-4-(piperidine-1-carbonyl)-1,2-dihydroisoquinolin-1-one